BrC=1C=C(C=CC1)C(C)O 1-(3-bromophenyl)ethanol